9-(3-(7-([1,1'-biphenyl]-3-yl)thianthren-2-yl)phenyl)-9H-carbazole C1(=CC(=CC=C1)C=1C=C2SC=3C=CC(=CC3SC2=CC1)C=1C=C(C=CC1)N1C2=CC=CC=C2C=2C=CC=CC12)C1=CC=CC=C1